C(C)C=1N=C(C(=NC1)C)C ethyl-2,3-dimethylpyrazine